2-(3-((R or S)-1-(((R)-((R)-2,3-dihydro-1H-pyrido[2,3-b][1,4]oxazin-3-yl)(phenyl)methyl)amino)propan-2-yl)-5-fluorophenyl)acetic acid N1C2=C(O[C@H](C1)[C@@H](C1=CC=CC=C1)NC[C@H](C)C=1C=C(C=C(C1)F)CC(=O)O)N=CC=C2 |o1:15|